COC(=O)C1=NC(=CC(=C1)Cl)C1=C(C=C(C=C1)F)C(N(C(C)C)CC)=O 4-Chloro-6-{2-[ethyl(isopropyl)carbamoyl]-4-fluorophenyl}pyridine-2-carboxylic acid methyl ester